ClC1=NC=C(C(=C1)C1=C(C=NC(=C1)C)C(=O)NC=1SC2=C(N1)CC[C@@H](C2)C(=O)N[C@@H]2[C@H](CC2)O)OC (S)-2-(2'-chloro-5'-methoxy-6-methyl-(4,4'-bipyridine)-3-carboxamido)-N-((1S,2S)-2-hydroxycyclobutyl)-4,5,6,7-tetrahydrobenzo[d]thiazole-6-carboxamide